C(C)S(=O)(=O)C=1C=C(C=NC1)C=O 5-(ethylsulfonyl)pyridine-3-carbaldehyde